C(=O)O.NC1CC(C1)NC(=O)N1CCN(CC1)C(C1=C(C=C(C=C1)NC=1C=2N(C=CN1)C(=CN2)C=2C(=NN(C2)CC(F)F)C(F)(F)F)Cl)=O N-((1s,3s)-3-aminocyclobutyl)-4-(2-chloro-4-((3-(1-(2,2-difluoroethyl)-3-(trifluoromethyl)-1H-pyrazol-4-yl)imidazo[1,2-a]pyrazin-8-yl)amino)benzoyl)piperazine-1-carboxamide formate